(E)-2,4-dimethoxycinnamic acid COC1=C(/C=C/C(=O)O)C=CC(=C1)OC